CC1=NC(=CC=C1C1=C(C=CC=C1)C1=C(C(=NC(=C1)C1=CC=CC=2C3=CC=CC=C3N(C12)C1=CC=CC=C1)C1=C(C=CC=C1)N1C2=CC=C(C=C2C=2C=C(C=CC12)C#N)C#N)C1=C(C=CC=C1)N1C2=CC=C(C=C2C=2C=C(C=CC12)C#N)C#N)C 9,9'-((4-(2-(2,6-dimethylpyridin-3-yl)phenyl)-6-(9-phenyl-9H-carbazol-1-yl)pyridine-2,3-diyl)bis(2,1-phenylene))bis(9H-carbazole-3,6-dicarbonitrile)